C(C)(C)(C)OC(=O)N1C[C@@H](OCC1)C(O)C1=CC(=NC(=C1)Cl)Cl tert-butyl-(2R)-2-[(2,6-dichloro-4-pyridyl)-hydroxy-methyl]morpholine-4-carboxylate